ClC=1N=CC2=C(N1)N(C=C2C2=CC=C(C=C2)NC2CCOCC2)[C@@H]2CC[C@H](CC2)O trans-4-(2-chloro-5-(4-((tetrahydro-2H-pyran-4-yl)amino)phenyl)-7H-pyrrolo[2,3-d]pyrimidin-7-yl)cyclohexan-1-ol